2'-O-Methoxyethyl-5-methylcytidine phosphorothioate P(O)(O)(=S)OC[C@@H]1[C@H]([C@H]([C@@H](O1)N1C(=O)N=C(N)C(=C1)C)OCCOC)O